C(C)(C)(C)[Si](C1=CC=C(C=C1)CO)(F)C(C)(C)C (4-(Di-t-butylfluorosilyl)phenyl)methanol